CC1=NC(=CC(=C1)S)C 2,6-Dimethyl-4-mercaptopyridin